ClC1=C2N=C(C(N(C2=CC=C1)C1=CC=C(C=C1)C(C)C)=O)C(=O)O 5-chloro-1-(4-isopropylphenyl)-2-oxo-1,2-dihydroquinoxaline-3-carboxylic acid